2-(5-oxo-4-azaspiro[2.4]heptan-4-yl)acetic acid methyl ester COC(CN1C2(CC2)CCC1=O)=O